N1-((S)-7-((1-(2-hydroxyethyl)azetidin-3-yl)ethynyl)-5-methyl-4-oxo-2,3,4,5-tetrahydrobenzo[b][1,4]oxazepin-3-yl)-N2-((R)-1-phenylethyl)oxalamide OCCN1CC(C1)C#CC1=CC2=C(OC[C@@H](C(N2C)=O)NC(C(=O)N[C@H](C)C2=CC=CC=C2)=O)C=C1